1-(5-fluoropyridin-2-yl)-5-(trifluoromethyl)-1H-pyrazole-4-carboxamide FC=1C=CC(=NC1)N1N=CC(=C1C(F)(F)F)C(=O)N